tertbutyl 6-[(4,4,5,5-tetramethyl-1,3,2-dioxaborolan-2-yl)methylene]-2-azaspiro[3.3]heptane-2-carboxylate CC1(OB(OC1(C)C)C=C1CC2(CN(C2)C(=O)OC(C)(C)C)C1)C